C1(CCC1)C(=O)N1[C@H]([C@H](CC1)NC(=O)[C@H]1OCCC1)CC=1C=C(C=CC1)C1=CC(=CC=C1)F (2S)-N-{(2S,3S)-1-(cyclobutanecarbonyl)-2-[(3'-fluoro[1,1'-biphenyl]-3-yl)methyl]pyrrolidin-3-yl}oxolane-2-carboxamide